Cl.C1=CC(O)=C2C=3[C@@]45[C@@H](O2)C(=O)CC[C@H]4[C@@H](CC13)N(C)CC5 Hydromorphone HCl salt